6-(5-formyl-oxazol-2-yl)-4-methylpyridine-3-carbonitrile C(=O)C1=CN=C(O1)C1=CC(=C(C=N1)C#N)C